ClC=1C=CC=C2C=CC=C(C12)C1=CC=C2C(=NC(=NC2=C1F)OC1CCN(CC1)CCCOC)N1C[C@@H](N(CC1)C(/C(=C/C=1SC=CN1)/F)=O)CC#N (S,Z)-2-(4-(7-(8-chloronaphthalen-1-yl)-8-fluoro-2-((1-(3-methoxypropyl)piperidin-4-yl)oxy)quinazolin-4-yl)-1-(2-fluoro-3-(thiazol-2-yl)acryloyl)piperazin-2-yl)acetonitrile